5-methyl-1-(oxetan-2-ylmethyl)-1H-benzo[d]imidazole-6-carboxylic acid CC1=CC2=C(N(C=N2)CC2OCC2)C=C1C(=O)O